trimethyl-13-oxabicyclo[10.1.0]tridec-4,8-diene CC1(C2(OC2CCC=CCCC=CC1)C)C